COC(=O)C1CCCC2=C(C=CC(=C12)F)Cl 5-chloro-8-fluoro-1,2,3,4-tetrahydronaphthalene-1-carboxylic acid methyl ester